C1(CC1)CC1N(CC1(N)CC)C1=NC=C(C=C1F)C1=NN(C2=CC=C(C=C12)O[C@H](C)C1=C(C=NC=C1Cl)Cl)C1OCCCC1 (cyclopropylmethyl)-1-(5-(5-((R)-1-(3,5-dichloropyridin-4-yl)ethoxy)-1-(tetrahydro-2H-pyran-2-yl)-1H-indazol-3-yl)-3-fluoropyridin-2-yl)-3-ethylazetidin-3-amine